FC(C1CCN(CC1)C(=O)OC(C)(C)C)(C1=C(C(=CC=C1)[C@@H](C)NC=1C2=C(N=CN1)NC(C(=C2)N2CCN(CC2)C2COC2)=O)F)F tert-butyl (R)-4-(difluoro(2-fluoro-3-(1-((6-(4-(oxetan-3-yl)piperazin-1-yl)-7-oxo-7,8-dihydropyrido[2,3-d]pyrimidin-4-yl)amino)ethyl)phenyl)methyl)piperidine-1-carboxylate